C(#N)C1=CC(=C(COC2=CC=CC(=N2)C2=CC(=C(CC3=NC4=C(N3CCOC)C=C(C=C4)C(=O)OC)C=C2)C#CC2(CC2)CO)C=C1)F methyl 2-(4-(6-((4-cyano-2-fluorobenzyl) oxy) pyridin-2-yl)-2-((1-(hydroxymethyl) cyclopropyl) ethynyl) benzyl)-1-(2-methoxyethyl)-1H-benzo[d]imidazole-6-carboxylate